N-{8-(3,5-dichlorophenyl)-3-[(4S)-3,4-dihydro-2H-chromen-4-ylcarbamoyl]quinolin-4-yl}-N-methylglycine ethyl ester C(C)OC(CN(C)C1=C(C=NC2=C(C=CC=C12)C1=CC(=CC(=C1)Cl)Cl)C(N[C@H]1CCOC2=CC=CC=C12)=O)=O